4-((3-(8-acetyl-5,6-dihydro-4H-pyrrolo[3,2,1-ij]quinolin-2-yl)prop-2-yn-1-yl)amino)benzenesulfonamide C(C)(=O)C=1C=C2CCCN3C2=C(C1)C=C3C#CCNC3=CC=C(C=C3)S(=O)(=O)N